C(C)OC([C@@H](N=CC1=CC=C(C=C1)C1=CC=CC=C1)CC1=CC=CC=C1)=O N-(4-phenylphenylmethylene)phenylalanine ethyl ester